C(C1=CC=CC=C1)(C1=CC=CC=C1)(C1=CC=CC=C1)SC=1C=C(C(=O)OC)C=C(C1)SC(C1=CC=CC=C1)(C1=CC=CC=C1)C1=CC=CC=C1 Methyl 3,5-bis[(trityl)thio]benzoate